C(N)(OCC)=S 2-ethyl 2-thiocarbamate